4-((2S,5R)-4-((S)-1-(4-(Difluoromethoxy)phenyl)-2-methylpropyl)-5-ethyl-2-methylpiperazin-1-yl)-2-methyl-1-(((S)-tetrahydrofuran-2-yl)methyl)-1H-[1,2,4]triazolo[3,4-b]purine FC(OC1=CC=C(C=C1)[C@H](C(C)C)N1C[C@@H](N(C[C@H]1CC)C=1C=2N=C(N(C2N2C(N1)=NN=C2)C[C@H]2OCCC2)C)C)F